C(C)(C)(C)OC(=O)N[C@H](C(=O)OC)CC1=CC=C(C=C1)CN1CCOCC1 methyl (S)-2-((tert-butoxycarbonyl)amino)-3-(4-(morpholinomethyl)phenyl)propanoate